C(OC=1C(=CC(=C(C1)N1CCCCC1)C=C)[N+](=O)[O-])([2H])([2H])[2H] 1-(5-(methoxy-d3)-4-nitro-2-vinylphenyl)piperidine